2-[3-(3-bromo-5-chlorophenyl)ureido]-4-bromo-N-methylbenzamide BrC=1C=C(C=C(C1)Cl)NC(NC1=C(C(=O)NC)C=CC(=C1)Br)=O